N-(morpholine-4-thiocarbonyl)benzamide N1(CCOCC1)C(=S)NC(C1=CC=CC=C1)=O